C1(=C(C(=C(C(=C1)C=O)C=O)C=O)C=O)C1=CC=CC=C1 biphenyl-tetraldehyde